4-(4-chlorobenzyl)-1-ethyl-1,4-dihydro-5H-pyrazolo[4,3-d]pyrimidine-5,7(6H)-dione ClC1=CC=C(CN2C(NC(C3=C2C=NN3CC)=O)=O)C=C1